8-[6-Fluoro-1-(2-methoxy-ethyl)-1H-indazol-4-yl]-1,4,4,9-tetramethyl-7-(trifluoromethyloxy)-5H-[1,2,4]triazolo[4,3-a]quinoxaline FC1=CC(=C2C=NN(C2=C1)CCOC)C1=C(C=C2NC(C=3N(C2=C1C)C(=NN3)C)(C)C)OC(F)(F)F